4-chloro-7-(phenylsulfonyl)-7H-pyrrolo[2,3-d]Pyrimidine ClC=1C2=C(N=CN1)N(C=C2)S(=O)(=O)C2=CC=CC=C2